5-((6-chloro-5-(2'-hydroxy[1,1'-biphenyl]-4-yl)-1H-benzo[d]imidazol-2-yl)oxy)-2-methylbenzoic acid ClC=1C(=CC2=C(NC(=N2)OC=2C=CC(=C(C(=O)O)C2)C)C1)C1=CC=C(C=C1)C1=C(C=CC=C1)O